1-(4-fluorophenylmethyl)-4-hydroxy-N-((1s,4S)-4-methylcyclohexyl)-2-oxo-1,2-dihydro-1,8-naphthyridine-3-carboxamide FC1=CC=C(C=C1)CN1C(C(=C(C2=CC=CN=C12)O)C(=O)NC1CCC(CC1)C)=O